C(C=C)(=O)NC=1C=C(C=CC1)C=1C=C2C(=CN1)N(N=C2C(=O)OC)COCC[Si](C)(C)C methyl 5-[3-(prop-2-enoylamino) phenyl]-1-(2-trimethylsilylethoxy methyl)pyrazolo[3,4-c]pyridine-3-carboxylate